bromo-4-tert-butoxy-2-chloro-8-fluoro-6-trifluoromethylquinazoline BrC1=C2C(=NC(=NC2=C(C=C1C(F)(F)F)F)Cl)OC(C)(C)C